CC(=O)N[C@@H]1[C@H](C[C@@](O[C@H]1[C@@H]([C@@H](CO)O)O)(C(=O)O)O[C@H](CO)[C@H]([C@H]2[C@@H]([C@H](C[C@@](O2)(C(=O)O)O[C@H](CO)[C@H]([C@H]3[C@@H]([C@H](CC(O3)(C(=O)O)O)O)NC(=O)C)O)O)NC(=O)C)O)O The molecule is an amino trisaccharide comprising two alpha-sialyl residues joined by a (2->8)-linkage and attached in turn by a (2->8)-linkage to a third sialyl residue of unspecified anomeric configuration.